F[C@@H]1CN(CC[C@@H]1NC1=NC=C(C(=N1)C=1SC(=CN1)CC(C)(O)C)C(F)(F)F)S(=O)(=O)C=1N=CN(C1)C 1-(2-(2-(((3R,4S)-3-fluoro-1-((1-methyl-1H-imidazol-4-yl)sulfonyl)piperidin-4-yl)amino)-5-(trifluoromethyl)pyrimidin-4-yl)thiazol-5-yl)-2-methylpropan-2-ol